BrC=1N=C(N(N1)C1=NC=C(C=N1)OCC(F)(F)F)C(C)NC(C1=CC(=CC(=C1)C(F)(F)F)Cl)=O N-[1-[5-bromo-2-[5-(2,2,2-trifluoroethoxy)pyrimidin-2-yl]-1,2,4-triazol-3-yl]ethyl]-3-chloro-5-(trifluoromethyl)benzamide